24-ethylcholesta-7,22,25-trienol CCC(C=C[C@@H](C)[C@H]1CC[C@@H]2[C@@]1(CC[C@H]3C2=CCC4[C@@]3(CCCC4)C)C)C(=CO)C